CNC(=O)[C@H](O)[C@@H](O)[C@H](O)[C@H](O)CO N-methyl-aminoglucose